Sodium (3-morpholinophenyl) methanesulfonate CS(=O)(=O)OC1=CC(=CC=C1)N1CCOCC1.[Na]